Benzyl 8-fluoro-5-iodo-2-azabicyclo[5.1.0]octane-2-carboxylate FC1C2CC(CCN(C12)C(=O)OCC1=CC=CC=C1)I